CC1(C(CCCC1)O)C 2,2-dimethylcyclohexanol